(S)-3-((5-chloro-2-((2-(difluoro-methoxy)-4-(3-(dimethylamino)-pyrrolidin-1-yl)phenyl)amino)-pyrimidin-4-yl)amino)thiophene-2-carboxamide ClC=1C(=NC(=NC1)NC1=C(C=C(C=C1)N1C[C@H](CC1)N(C)C)OC(F)F)NC1=C(SC=C1)C(=O)N